Cl.N1CC(C1)[C@@H]1CN(CCC1)CCS(=O)(=O)N (R)-2-(3-(azetidin-3-yl)piperidin-1-yl)ethane-1-sulfonamide hydrochloride